acryloylpropyl phthalate C(C=1C(C(=O)[O-])=CC=CC1)(=O)OCCCC(C=C)=O